2-chloro-N-((5-chloro-8-hydroxyquinolin-7-yl)(3-methoxyphenyl)methyl)acetamide ClCC(=O)NC(C1=CC(=CC=C1)OC)C1=CC(=C2C=CC=NC2=C1O)Cl